[Si](C)(C)(C(C)(C)C)OC1(CC1)CN1N=C(C=C1C(=O)OCC)C1=NC=C(C=C1)F ethyl 1-((1-((tert-butyldimethylsilyl) oxy) cyclopropyl) methyl)-3-(5-fluoropyridin-2-yl)-1H-pyrazole-5-carboxylate